1-(o-tolyl)-5-(trifluoromethyl)-1H-pyrazole-4-carboxamide C1(=C(C=CC=C1)N1N=CC(=C1C(F)(F)F)C(=O)N)C